ClC1=NC=2N(C3=C1CCN3)N=CC2C(=O)NCC(C)OCC=2C=C(C(=NC2)OC)[N+](=O)[O-] 5-chloro-N-(2-((2-methoxy-3-nitropyridin-5-yl)methoxy)propyl)-7,8-dihydro-6H-pyrazolo[1,5-a]pyrrolo[3,2-e]pyrimidine-3-carboxamide